C(C)(C)(C)[Si](C1=CC=CC=C1)(C1=CC=CC=C1)OCCCCCC(CCCCCCCCC)CCOCC1=CC=C(C=C1)OC tert-butyl-((6-(2-((4-methoxybenzyl)oxy)ethyl)pentadecyl)oxy)diphenylmonosilane